ClC=1C=CC2=C(C(=NCC=N2)C=2NC=CC2)C1 7-chloro-5-(2-pyrrolyl)-3H-1,4-benzodiazepine